2,6-dimethyl-3-oxatricyclo(4.2.1.0*2,4*)nonane CC12C3CCC(CC2O1)(C3)C